C1(CCCCCCC1)C(NC(=O)C=1N(N=CC1)C)C1=NC2=C(N1)C=CC(=C2F)CN2CCNCC2 N-{cyclooctyl-[4-fluoro-5-(piperazin-1-ylmethyl)-1H-benzoimidazol-2-yl]methyl}-2-methylpyrazole-3-carboxamide